C1(CCCCC1)N(CCS(=O)(=O)O)C(CC[C@@H](C)[C@H]1CC[C@H]2[C@@H]3[C@H](C[C@@H]4C[C@H](C(C[C@]4(C)[C@H]3CC[C@]12C)(F)F)O)O)=O N-(cyclohexyl)-N-(2,2-difluoro-3β,7β-dihydroxy-5β-cholan-24-oyl)-2-aminoethanesulfonic acid